(R)-3-(3-fluoro-4-(6-(2-vinyl-2H-tetrazol-5-yl)pyridin-3-yl)phenyl)-5-(1-hydroxy-2,2,2-trifluoroethyl)oxazolidin-2-one FC=1C=C(C=CC1C=1C=NC(=CC1)C=1N=NN(N1)C=C)N1C(O[C@H](C1)C(C(F)(F)F)O)=O